N-(8-methoxy-2-methyl-imidazo[1,2-a]pyridin-6-yl)-5-[(1R,5S)-3-methyl-3,6-diazabicyclo[3.2.0]hept-6-yl]furo[3,2-B]pyridine-2-carboxamide COC=1C=2N(C=C(C1)NC(=O)C1=CC3=NC(=CC=C3O1)N1[C@@H]3CN(C[C@@H]3C1)C)C=C(N2)C